tert-Butyl rac-(3R,4R,5S)-3,4-diazido-5-hydroxypiperidine-1-carboxylate N(=[N+]=[N-])[C@@H]1CN(C[C@@H]([C@@H]1N=[N+]=[N-])O)C(=O)OC(C)(C)C |r|